O[C@@H]1[C@H](O)[C@@H](O)[C@H](O)CO1 α-D-xylopyranose